BrC1=C(C=CC=C1F)C[C@@H](C)N[S@](=O)C(C)(C)C (R)-N-((R)-1-(2-bromo-3-fluorophenyl)propan-2-yl)-2-methylpropane-2-sulfinamide